C=1(C(=CC=CC1)C(=O)S=N)C o-toluoyl-sulfimide